(2S,3R)-3-(2-fluorophenyl)oxirane-2-carboxylic acid methyl ester COC(=O)[C@H]1O[C@@H]1C1=C(C=CC=C1)F